(terphenylyl)(phenylbenzothienopyrimidineyl)indolocarbazole C1(=C(C=CC=C1)C=1C(=C2C(=CC1)N=C1C=CC3=C4C=CC=CC4=NC3=C12)C1=NC2=C(C(=N1)C1=CC=CC=C1)SC1=C2C=CC=C1)C=1C(=CC=CC1)C1=CC=CC=C1